3-(1,3-dioxan-2-yl)-1-(4-methylphenyl)propan-1-one O1C(OCCC1)CCC(=O)C1=CC=C(C=C1)C